lithium 2,2-dimethylolpropionate C(O)C(C(=O)[O-])(C)CO.[Li+]